N=1C=C(N2N=CC=CC21)C(N)=N imidazo[1,2-b]pyridazine-3-carboximidamide